methyl 4-hydroxy-3-(2-hydroxy-2-(6-methoxypyridin-3-yl) ethoxy)-5-methoxybenzoate OC1=C(C=C(C(=O)OC)C=C1OC)OCC(C=1C=NC(=CC1)OC)O